3-[6-[4-(3,9-diazaspiro[5.5]undecan-3-ylmethyl)-1-piperidyl]-1-methyl-indazol-3-yl]piperidine-2,6-dione C1CN(CCC12CCNCC2)CC2CCN(CC2)C2=CC=C1C(=NN(C1=C2)C)C2C(NC(CC2)=O)=O